(R)-3-(7-(4-chloro-3-(trifluoromethyl)benzoyl)-2-(isopropylamino)-6-methyl-4-oxo-5,6,7,8-tetrahydropyrido[3,4-d]pyrimidin-3(4H)-yl)-1-ethyl-N-methyl-1H-pyrazole-5-carboxamide ClC1=C(C=C(C(=O)N2CC=3N=C(N(C(C3C[C@H]2C)=O)C2=NN(C(=C2)C(=O)NC)CC)NC(C)C)C=C1)C(F)(F)F